7-bromo-N-{4-fluoropyrazolo[1,5-a]pyridin-5-yl}-5-[(1R)-1-(pyrimidin-2-yl)ethoxy]quinazolin-4-amine BrC1=CC(=C2C(=NC=NC2=C1)NC1=C(C=2N(C=C1)N=CC2)F)O[C@H](C)C2=NC=CC=N2